C1(CC1)N1C=CC(C2=CC(=C(C=C12)F)F)=O 1-cyclopropyl-6,7-difluoro-1,4-dihydroquinolin-4-one